BrC1=CC=C(C=C1)N1N=C(C(=N1)[C@H]1OCC(N1CCC1=CC2=C(NC(N2)=O)C=C1)=O)C1=CC=C(C=C1)F (2R)-2-(2-(4-bromophenyl)-5-(4-fluorophenyl)-2H-1,2,3-triazol-4-yl)-3-(2-(2-oxo-2,3-dihydro-1H-benzo[d]imidazol-5-yl)ethyl)oxazolidin-4-one